C(C)(C)(C)C(O)C1N(CCC1)C1=CC=CC=C1 tert-butyl-(1-phenylpyrrolidin-2-yl)methanol